C1(CC1)C1=NNC(=C1)NC([C@@H](C)C=1C=NN(C1)C1=CC(=CC=C1)C(F)F)=O (S)-N-(3-cyclopropyl-1H-pyrazol-5-yl)-2-(1-(3-(difluoromethyl)phenyl)-1H-pyrazol-4-yl)propanamide